2-trichloroethylsuccinyl chloride ClC(CC(C(=O)Cl)CC(=O)Cl)(Cl)Cl